C(C)(C)(C)OC(=O)N1CCC(CC1)CN1C[C@@H](CCC1)NC1=NC=C(C(=N1)C1=CNC2=CC=CC=C12)Cl (R)-4-((3-((5-chloro-4-(1H-indol-3-yl)pyrimidin-2-yl)amino)piperidin-1-yl)methyl)piperidine-1-carboxylic acid tert-butyl ester